FC1=C(C=CC(=C1)C(F)(F)F)NC(=O)[C@H]1[C@@H]([C@H](CCC1)C1=CC=C(C=C1)N1CCCCC1)C(=O)O |r| rac-(1R,2R,6S)-2-((2-fluoro-4-(trifluoromethyl)phenyl)carbamoyl)-6-(4-(piperidin-1-yl)phenyl)cyclohexane-1-carboxylic acid